1,1-Difluoro-1-(2-fluoro-3-(1-((7-cyclopropoxy-6-(2-methoxyethoxy)-2-Methylquinazolin-4-yl)amino)ethyl)phenyl)-2-methylpropan-2-ol FC(C(C)(O)C)(C1=C(C(=CC=C1)C(C)NC1=NC(=NC2=CC(=C(C=C12)OCCOC)OC1CC1)C)F)F